O1C2=C(OCC1)C=C(C=C2)C(N2CCN(CC2)C(=O)OC(C)(C)C)C2=CC=C(C=C2)OC tert-butyl 4-((2,3-dihydrobenzo[b][1,4]dioxin-6-yl)(4-methoxyphenyl)methyl)piperazine-1-carboxylate